3-(furan-3-ylsulfonyl)-5'-methyl-4-pentyl-2'-(prop-1-en-2-yl)-[1,1'-biphenyl]-2,6-diol O1C=C(C=C1)S(=O)(=O)C1=C(C(=C(C=C1CCCCC)O)C1=C(C=CC(=C1)C)C(=C)C)O